4-Chlorobenzaldehyde-O-(1-methyl-1H-imidazole-2-carbonyl) oxime CN1C(=NC=C1)C(=O)ON=CC1=CC=C(C=C1)Cl